cis-4-((6-bromo-8-methyl-7-oxo-7,8-dihydropyrido[2,3-d]pyrimidin-2-yl)amino)-N-methylcyclohexane-1-carboxamide BrC1=CC2=C(N=C(N=C2)N[C@H]2CC[C@H](CC2)C(=O)NC)N(C1=O)C